Cl.O[C@@H]1C[C@@H](NC1)C(=O)OC methyl (2r,4r)-4-hydroxypyrrolidine-2-carboxylate hydrochloride